FC1=C(CN2C(C=CC3=C2N=CN=C3)=O)C(=CC=C1)F 8-(2,6-difluorobenzyl)pyrido[2,3-d]pyrimidin-7(8H)-one